cobalt (II) dinitrite N(=O)[O-].N(=O)[O-].[Co+2]